2-(((1R)-1-(2-cyano-7-methyl-3-(((tetrahydrofuran-3-yl)methyl)-amino)quinoxalin-5-yl)ethyl)-amino)benzoic acid C(#N)C1=NC2=CC(=CC(=C2N=C1NCC1COCC1)[C@@H](C)NC1=C(C(=O)O)C=CC=C1)C